ClC1=CC=C(C(=N1)S(=O)(=O)NC(C(C)C)=O)N[C@H](C)C=1C=C(C=C2C(N(C(=NC12)N1CC2=CC=C(C=C2C1)F)C)=O)C (R)-N-((6-chloro-3-((1-(2-(5-fluoroisoindolin-2-yl)-3,6-dimethyl-4-oxo-3,4-dihydroquinazolin-8-yl)ethyl)amino)pyridin-2-yl)sulfonyl)isobutyramide